COC1=CC=C(COC=2C=3N(C=C(C2)NCC2COCC2)N=CC3C#N)C=C1 4-((4-methoxybenzyl)oxy)-6-(((tetrahydrofuran-3-yl)methyl)amino)pyrazolo[1,5-a]pyridine-3-carbonitrile